C(C)C(C(=O)[O-])CCCC.C(C)C(C(=O)[O-])CCCC.C(C)C(C(=O)[O-])CCCC.[Cr+3] chromium tris(2-ethylhexanoate)